ClC=1C=C2C(=NC=NC2=C(C1C1=CC(=CC2=CC=CC=C12)O)F)N1CCN(CC1)C(C=C)=O 1-(4-(6-chloro-8-fluoro-7-(3-hydroxynaphthalen-1-yl)quinazolin-4-yl)piperazin-1-yl)prop-2-en-1-one